C(C)(C)(C)C=1C=C(C(=O)O)C=CN1 2-(tert-butyl)isonicotinic acid